1-n-octyl-4-iodobenzene C(CCCCCCC)C1=CC=C(C=C1)I